FC1=CC(=C(C=C1)C=N[C@@H](CCCN\C(\N)=N\[H])C(=O)O)O (E)-N2-[(4-fluoro-2-hydroxyphenyl)methylidene]-L-arginine